N-(5-fluoropyridin-2-yl)acetamide ethanesulfonate C(C)S(=O)(=O)O.FC=1C=CC(=NC1)NC(C)=O